Cl.Cl.N1=C(C=CC=C1)C1(CC1)NC(=O)[C@@H]1CN(CC[C@H]1N)C1CCCCC1 |r| rac-(3R,4R)-4-amino-1-cyclohexyl-piperidine-3-carboxylic acid (1-pyridin-2-yl-cyclopropyl)-amide, dihydrochloride